N-(4-((2-(1,1-difluoroethyl)-6-methylpyrimidin-4-yl)amino)-5-((4-methyloxazol-2-yl)methoxy)pyridin-2-yl)acetamide FC(C)(F)C1=NC(=CC(=N1)NC1=CC(=NC=C1OCC=1OC=C(N1)C)NC(C)=O)C